[Si](C)(C)(C(C)(C)C)OCC[C@@H](CC(CCC1=CC=C(C=C1)OC)=O)Cl (S)-7-((tert-Butyldimethylsilyl)oxy)-5-chloro-1-(4-methoxyphenyl)heptan-3-one